C(#N)C1=C(C=C(C=C1)C1=CC(=NN1C1=CC=C(C=C1)N1CCC(CC1)OC)NC[C@@H]1C[C@H](CCC1)NC(=N)N)F 1-((1S,3S)-3-(((5-(4-cyano-3-fluorophenyl)-1-(4-(4-methoxy-piperidin-1-yl)phenyl)-1H-pyrazol-3-yl)-amino)methyl)cyclohexyl)guanidine